C(C)C=1N=C(NC1CC)C1=CC=CC(=N1)N1CCN(CCC1)C1CCN(CC1)C(C)C 1-[6-(4,5-Diethyl-1H-imidazol-2-yl)pyridine-2-yl]-4-[1-(propan-2-yl)piperidin-4-yl]-1,4-diazepane